OC(CC1=NNC(O1)=O)CNC1=CC=C(C=C1)C(C)C 5-[2-hydroxy-3-(4-isopropylphenylamino)propyl]-1,3,4-oxadiazol-2(3H)-one